BrC1=CC(=C(C(=C1)F)[C@H]1[C@H](C(N1C1=CC2=C(N(C=N2)COCC[Si](C)(C)C)C=C1)=O)C)F (3R,4R)-4-(4-bromo-2,6-difluorophenyl)-3-methyl-1-(1-((2-(trimethylsilyl)ethoxy)methyl)-1H-benzo[d]imidazol-5-yl)azetidin-2-one